1-(2-pyrimidinyl)2-hydroxymethylindole N1=C(N=CC=C1)N1C(=CC2=CC=CC=C12)CO